FC(C1=CC(=NC=C1)/C=C/C=1C=C(C=CC1)C1=C(N=NN1)C#N)(F)F 5-{3-[(E)-2-(4-trifluoromethyl-pyridin-2-yl)-vinyl]-phenyl}-1H-[1,2,3]triazole-4-carbonitrile